diethyl (4-((7,8-difluoro-2-methyl-5H-pyrimido[5,4-b]indol-5-yl)methyl)benzyl)phosphonate FC=1C(=CC=2C3=C(N(C2C1)CC1=CC=C(CP(OCC)(OCC)=O)C=C1)C=NC(=N3)C)F